Cl.BrC1=C(\C=N\NC(C)C)C=CC(=C1OC([2H])([2H])[2H])Br (E)-1-(2,4-dibromo-3-(methoxy-d3)benzylidene)-2-isopropylhydrazine hydrochloride